CCCCCCCCCCCCCCCCC(=O)OC[C@H](COP(=O)(O)OC[C@H](CO)O)OC(=O)CCCCCCC/C=C\CCCCCCCCC 1-heptadecanoyl-2-(9Z-nonadecenoyl)-glycero-3-phospho-(1'-sn-glycerol)